8-(ethanesulfonamido)-2-azaspiro[4.5]decane-2-carboxylic acid tert-butyl ester C(C)(C)(C)OC(=O)N1CC2(CC1)CCC(CC2)NS(=O)(=O)CC